(RS)-2-[2-[4-(3,5-dichloro-2-pyridyloxy)phenoxy]propionyl]isoxazolidine ClC=1C(=NC=C(C1)Cl)OC1=CC=C(O[C@@H](C(=O)N2OCCC2)C)C=C1 |r|